C(C1=CC=CC=C1)NC(C#N)CCC1(CC1)C(F)(F)F 2-(benzylamino)-4-[1-(trifluoromethyl)cyclopropyl]butanenitrile